N-(2-(5-methoxy-1H-indol-3-yl)ethyl)-N-methyloxetan-3-amine COC=1C=C2C(=CNC2=CC1)CCN(C1COC1)C